N-(6-(difluoromethyl)-5-fluoro-[2,4'-bipyridyl]-2'-yl)acetamide FC(C1=C(C=CC(=N1)C1=CC(=NC=C1)NC(C)=O)F)F